5-[(1S,2S)-2-[(7-chloro-2,3,3a,7a-tetrahydro-1-benzofuran-5-yl)carbonyl]cyclopropyl]-2H-1,2,3,4-tetrazole ClC1=CC(=CC2CCOC21)C(=O)[C@@H]2[C@H](C2)C=2N=NNN2